ClC=1C=C(C=C(C1F)Cl)C1(CC(=NO1)N1CC=2C=NC(=CC2C1)C(=O)NC1(COC1)C(F)(F)F)C(F)(F)F 2-(5-(3,5-dichloro-4-fluorophenyl)-5-(trifluoromethyl)-4,5-dihydroisoxazol-3-yl)-N-(3-(trifluoromethyl)oxetan-3-yl)-2,3-dihydro-1H-pyrrolo[3,4-c]pyridine-6-carboxamide